2-(2-(hydroxymethyl)-6-methoxypyridin-3-yl)isoindoline-1,3-dione OCC1=NC(=CC=C1N1C(C2=CC=CC=C2C1=O)=O)OC